ClC=1C=C(C(=O)NC2=C(N=CS2)C(=O)O)C=C(C1O)Cl 5-(3,5-dichloro-4-hydroxybenzoamido)-1,3-thiazole-4-carboxylic acid